BrC1=CC(=C(C=C1)C(C)(C)OCCN)C 2-((2-(4-bromo-2-methylphenyl)propan-2-yl)oxy)ethan-1-amine